C(C)(C)(C)OC(=O)C1(COC1)OCC1=CC=CC=C1 3-(benzyloxy)oxetane-3-carboxylic acid tert-butyl ester